NC1(CCN(CC1)C1=NC=C(C=C1)C=1C=2N(C=C(C1)OCC)N=C1C2C=NN1)C(=O)[O-] 4-(amino)-1-(5-(6-ethoxy-1H-pyrazolo[3',4':3,4]pyrazolo[1,5-a]pyridin-4-yl)pyridine-2-yl)piperidine-4-carboxylate